Cl.O1C2=C(OCC1)C=C(C=C2)/C=C/C(=O)OCCCN 3-aminopropyl (E)-3-(2,3-dihydrobenzo[b][1,4]dioxin-6-yl)acrylate hydrochloride